C1(=CC=CC=C1)C=1C=NC=C(C(=O)N2CCC(C3=CC=CC=C23)=O)C1 1-(5-phenylnicotinoyl)-2,3-dihydroquinolin-4(1H)-one